tert-butyl N-methyl-N-[5-[4-[6-[(2-methylpropan-2-yl)oxycarbonylamino]-1,3-benzothiazol-2-yl]-3-(trifluoromethyl)phenyl]pyridin-2-yl]carbamate CN(C(OC(C)(C)C)=O)C1=NC=C(C=C1)C1=CC(=C(C=C1)C=1SC2=C(N1)C=CC(=C2)NC(=O)OC(C)(C)C)C(F)(F)F